C(CCCCCCCCCCCCCC)[Si](OCC)(OCC)C n-pentadecylmethyl-diethoxysilane